1-cyclohexyl-N-[[3-(4-methyl-2-thiazolyl)phenyl]sulfonyl]-1H-1,2,3-triazole-4-carboxamide C1(CCCCC1)N1N=NC(=C1)C(=O)NS(=O)(=O)C1=CC(=CC=C1)C=1SC=C(N1)C